amino-3-methyl-4-(pyridin-4-yl)-1H-pyrrole-2-carboxylic acid methyl ester COC(=O)C=1N(C=C(C1C)C1=CC=NC=C1)N